8-methyl-6-[2-(4-methyl-3-oxo-piperazin-1-yl)ethyl]-2-thieno[2,3-c]pyridin-5-yl-3H-quinazolin-4-one CC=1C=C(C=C2C(NC(=NC12)C=1C=C2C(=CN1)SC=C2)=O)CCN2CC(N(CC2)C)=O